COC1=C(C(=CC(=C1)C)C)C1=CC=C2C=CC(=NC2=N1)C1=CC(CC1)=O 3-[7-(2-methoxy-4,6-dimethyl-phenyl)-1,8-naphthyridin-2-yl]cyclopent-2-en-1-one